FC(C=1C(=C(C=CC1)[C@@H](C)NC=1C2=C(N=C(N1)C)N=CC(=C2)N)F)F (R)-N4-(1-(3-(difluoromethyl)-2-fluorophenyl)ethyl)-2-methylpyrido[2,3-d]Pyrimidine-4,6-diamine